C(C)(C)(C)OC(NC12CC(C1)(C2)C2=NN(C=C2)[C@@H]2C[C@@H](C2)OCC2=CC=CC=C2)=O (3-(1-(cis-3-(benzyloxy)cyclobutyl)-1H-pyrazol-3-yl)bicyclo[1.1.1]pent-1-yl)carbamic acid tert-butyl ester